CC=1C(=C(C=NNC(C(CC)NC2=CC(=CC=C2)OC(F)(F)F)=O)C=CC1)O N'-(3-methyl-2-hydroxybenzylidene)-2-((3-trifluoromethoxyphenyl)amino)butanoyl-hydrazine